N1=C(C=CC=C1)C1=C(C=CC(=C1)C1=NC(=NC(=N1)C1=CC=CC=C1)C1=CC=CC=C1)O.[Rb] rubidium 2-(pyridin-2-yl)-4-(4,6-diphenyl-1,3,5-triazin-2-yl)phenol